C(C)(C)(C)OC(=O)N[C@@H]([C@@H](C(=O)NC(C(=O)OC)C1=C(C(=CC=C1)C(F)(F)F)Cl)O)CC1=CC=CC=C1 methyl 2-((2S,3R)-3-((tert-butoxycarbonyl)amino)-2-hydroxy-4-phenylbutanamido)-2-(2-chloro-3-(trifluoromethyl)phenyl)acetate